4'-Amino-[1,1'-biphenyl] NC1=CC=C(C=C1)C1=CC=CC=C1